BrC1=C(C(=CC=C1)Br)C 1,3-dibromo-2-methyl-benzene